4-cyclopropyl-1,3-oxazol C1(CC1)C=1N=COC1